FC(C(C)(C)OC)(OC1=CC=C(C2=C1N=C(O2)N2CC1N(C(C2)C1)C(=O)OC(C)(C)C)C=1SC=CN1)F tert-Butyl 3-(4-(1,1-difluoro-2-methoxy-2-methylpropoxy)-7-(thiazol-2-yl)benzo[d]oxazol-2-yl)-3,6-diazabicyclo[3.1.1]heptane-6-carboxylate